7-(4-bromo-3-chloro-benzoyl)-2-[4-(cyclopropoxy)phenyl]-3-oxo-N-[rac-(1S)-1-[4-(2-amino-2-oxo-ethoxy)-2-pyrazol-1-yl-phenyl]ethyl]-6,8-dihydro-5H-imidazo[1,5-a]pyrazine-1-carboxamide BrC1=C(C=C(C(=O)N2CC=3N(CC2)C(N(C3C(=O)N[C@@H](C)C3=C(C=C(C=C3)OCC(=O)N)N3N=CC=C3)C3=CC=C(C=C3)OC3CC3)=O)C=C1)Cl |r|